(6-(4-Cyclopropyl-5-(2-fluorophenyl)-1H-pyrazol-1-yl)-2-azaspiro[3.3]heptan-2-yl)(2-fluoro-5-hydroxyphenyl)methanone C1(CC1)C=1C=NN(C1C1=C(C=CC=C1)F)C1CC2(CN(C2)C(=O)C2=C(C=CC(=C2)O)F)C1